C(C)[C@]12[C@H]3CC[C@@H]4[C@H](CC[C@H]4[C@@H]3CC[C@@H]2C[C@](CC1)(C)O)C(CN1N=C(N=N1)C)=O 1-((3R,5R,8S,9S,10S,13S,14S,17S)-10-ethyl-3-hydroxy-3-methylhexadecahydro-1H-cyclopenta[a]phenanthren-17-yl)-2-(5-methyl-2H-tetrazol-2-yl)ethanone